NC1=C(C(=CC=C1)COCC)COC1=CC=C(OC[C@H]2CN(CC2)C(=O)OC(C)(C)C)C=C1 tert-Butyl (3R)-3-[[4-[[2-amino-6-(ethoxymethyl)phenyl]methoxy]phenoxy]methyl]pyrrolidine-1-carboxylate